N1(C=2C=3C=NC=NC3C3=C(C2N=CC1)N=CC=N3)CCCCCC#N 1,4,5,8,9,11-hexaazabenzophenanthrene-capronitrile